vinylbenzyltriphenyl-phosphonium bisulfate S([O-])(O)(=O)=O.C(=C)C1=C(C=CC=C1)[P+](C1=CC=CC=C1)(C1=CC=CC=C1)CC1=CC=CC=C1